CC(C)C(C)C 2,3-Dimethylbutane